(S)-1-(3-((6-((5-(2-phenyl-2H-tetrazol-5-yl)thiazol-2-yl)amino)-4-(pyrrolidin-1-ylmethyl)pyridin-2-yl)amino)piperidin-1-yl)prop-2-en-1-one C1(=CC=CC=C1)N1N=C(N=N1)C1=CN=C(S1)NC1=CC(=CC(=N1)N[C@@H]1CN(CCC1)C(C=C)=O)CN1CCCC1